NC1=NC=CC=C1N1C[C@H]2CC[C@@H](C1)C2NC(OC(C)(C)C)=O Tert-butyl ((1R,5S,8s)-3-(2-aminopyridin-3-yl)-3-azabicyclo[3.2.1]octan-8-yl)carbamate